N-(4-(3-amino-1-methyl-6-((7R,8aR)-3-oxooctahydroindolizin-7-yl)-1H-indazol-4-yl)phenyl)-4-ethoxy-1-(4-fluorophenyl)-2-oxo-1,2-dihydropyridine-3-carboxamide NC1=NN(C2=CC(=CC(=C12)C1=CC=C(C=C1)NC(=O)C=1C(N(C=CC1OCC)C1=CC=C(C=C1)F)=O)[C@@H]1CCN2C(CC[C@@H]2C1)=O)C